C(C)N1CCN(CC1)C1CCN(CC1)C1CCN(CC1)C1=C(C=NC2=CC=C(C=C12)[S@@](=O)C)S(=O)(=O)C1=CC=C(C=C1)OCCCCCCCCCCCCCCCCCC (S)-4-(4-(4-ethylpiperazin-1-yl)-[1,4'-bipiperidin]-1'-yl)-6-(methylsulfinyl)-3-((4-(octadecyloxy)phenyl)sulfonyl)quinoline